N-(4-bromo-2-fluorophenyl)-3-(indolin-1-ylsulfonyl)benzamide BrC1=CC(=C(C=C1)NC(C1=CC(=CC=C1)S(=O)(=O)N1CCC2=CC=CC=C12)=O)F